(2S)-2-(benzyloxycarbonyl)amino-1-(3-(benzyloxy)phenyl)-1-propanone C(C1=CC=CC=C1)OC(=O)N[C@H](C(=O)C1=CC(=CC=C1)OCC1=CC=CC=C1)C